4-acetoxy-α,α,β,β-tetradeutero-N,N-di(trideuteromethyl)tryptamine C(C)(=O)OC=1C=CC=C2NC=C(C(C(N(C([2H])([2H])[2H])C([2H])([2H])[2H])([2H])[2H])([2H])[2H])C12